(4-(4-cyanophenyl)-4-fluoropiperidine-1-carbonyl)-2-cyclopropyl-4-ethylbenzoyl-hydrazine Ethyl-(4S,5S)-5-((tert-butoxycarbonyl)amino)-4-fluorocyclohex-1-ene-1-carboxylate C(C)OC(=O)C1=CC[C@@H]([C@H](C1)NC(=O)OC(C)(C)C)F.C(#N)C1=CC=C(C=C1)C1(CCN(CC1)C(=O)N(N)C(C1=C(C=C(C=C1)CC)C1CC1)=O)F